7-bromo-2-naphthoic acid benzyl ester C(C1=CC=CC=C1)OC(=O)C1=CC2=CC(=CC=C2C=C1)Br